methyl 1-{3-[(3-chloro-5-methanesulfonamidophenyl) carbamoyl] phenyl}-1H-pyrazole-3-carboxylate ClC=1C=C(C=C(C1)NS(=O)(=O)C)NC(=O)C=1C=C(C=CC1)N1N=C(C=C1)C(=O)OC